C(C)(C)(C)C1=C(C(=C(COC(C2=CC=C(C(=S)OCC3=C(C(=C(C=C3C)C(C)(C)C)O)C)C=C2)=S)C(=C1)C)C)O Bis(4-tert-butyl-3-hydroxy-2,6-dimethylbenzyl)dithioterephthalat